N-[1-(1,1-dioxothian-4-yl)piperidin-4-yl]-4-[[3-(3-fluoro-4-methoxyphenyl)imidazo[1,2-a]pyrazin-8-yl]amino]-2-methylbenzamide O=S1(CCC(CC1)N1CCC(CC1)NC(C1=C(C=C(C=C1)NC=1C=2N(C=CN1)C(=CN2)C2=CC(=C(C=C2)OC)F)C)=O)=O